lithium(1+) butan-1-ide [CH2-]CCC.[Li+]